(1R,4R)-4-ethoxy-N-{2-[4'-(pyridin-2-yl)spiro[bicyclo[3.1.0]hexane-3,2'-oxane]-4'-yl]ethyl}-1,2,3,4-tetrahydronaphthalen-1-amine C(C)O[C@@H]1CC[C@H](C2=CC=CC=C12)NCCC1(CC2(OCC1)CC1CC1C2)C2=NC=CC=C2